6,6-Difluoro-6,7-dihydro-5H-cyclopenta[b]pyridin-7-yl trifluoromethanesulfonate FC(S(=O)(=O)OC1C(CC=2C1=NC=CC2)(F)F)(F)F